3-{4-[2,4-bis(trichloromethyl)-s-triazin-6-yl]thiophenyl}propanoic acid ClC(C1=NC(=NC(=N1)C(Cl)(Cl)Cl)SC1=CC=C(C=C1)CCC(=O)O)(Cl)Cl